trans-N-(5-(7'-Fluoro-3'-methyl-2'-oxo-3-(pyridin-2-yl)-2',3'-dihydrospiro[cyclobutane-1,1'-pyrrolo[2,3-c]quinolin]-8'-yl)-2-(2-(isopropylamino)ethoxy)pyridin-3-yl)methanesulfonamide FC=1C(=CC=2C3=C(C=NC2C1)N(C(C31CC(C1)C1=NC=CC=C1)=O)C)C=1C=C(C(=NC1)OCCNC(C)C)NS(=O)(=O)C